N-(2-(1-((6-(2,4-dioxotetrahydropyrimidin-1(2H)-yl)pyridin-3-yl)methyl)piperidin-4-yl)-6-methoxy-2H-indazol-7-yl)-3-(trifluoromethyl)benzamide O=C1N(CCC(N1)=O)C1=CC=C(C=N1)CN1CCC(CC1)N1N=C2C(=C(C=CC2=C1)OC)NC(C1=CC(=CC=C1)C(F)(F)F)=O